(S)-3-(1-hydroxypropan-2-yl)-8-(pyridin-3-yl)-6-(thiazol-5-yl)pyrido[3,4-d]pyrimidin-4(3H)-one OC[C@H](C)N1C=NC2=C(C1=O)C=C(N=C2C=2C=NC=CC2)C2=CN=CS2